COC1(CCN(CC1)CC1(CCC1)CNC(=O)C1=CC2=C(S1)CCCCCC2)C N-[[1-[(4-methoxy-4-methylpiperidin-1-yl)methyl]cyclobutyl]methyl]-4,5,6,7,8,9-hexahydrocycloocta[b]thiophene-2-carboxamide